[K+].CC1(C(=NC=2C=CC3=C(C12)C=CC(=C3)S(=O)(=O)[O-])C)C 1,1,2-Trimethyl-1H-benzo[e]indole-7-sulfonate potassium salt